tert-butyl (S)-(1-cyano-2-(2-fluoro-4-(1'-methyl-2-oxospiro[indoline-3,4'-piperidin]-5-yl)phenyl)ethyl)carbamate C(#N)[C@H](CC1=C(C=C(C=C1)C=1C=C2C(=CC1)NC(C21CCN(CC1)C)=O)F)NC(OC(C)(C)C)=O